C1(CC1)C=1SC2=C(N(C(N=C2N(C)C)=O)C2=CC(=CC=C2)OCC2=CC=C(C=C2)F)N1 2-cyclopropyl-7-(dimethylamino)-4-{3-[(4-fluorophenyl)methoxy]phenyl}-[1,3]thiazolo[4,5-d]pyrimidin-5-one